Cl.Cl.N1(CCC1)C=1C2=C(N=C(N1)C)CNC2 4-(azetidin-1-yl)-2-methyl-6,7-dihydro-5H-pyrrolo[3,4-d]pyrimidine, dihydrochloride